2-(2,6-dioxopiperidin-3-yl)-4-fluoro-5-(1-(4-fluorobenzyl)-4-hydroxypiperidin-4-yl)-isoindoline-1,3-dione O=C1NC(CCC1N1C(C2=CC=C(C(=C2C1=O)F)C1(CCN(CC1)CC1=CC=C(C=C1)F)O)=O)=O